2-{[3-(4-{[(3R,4S)-3-fluoro-1-methylpiperidin-4-yl]amino}-1-(2,2,2-trifluoroethyl)-1H-indol-2-yl)prop-2-yn-1-yl]amino}-5-methanesulfonylphenol F[C@@H]1CN(CC[C@@H]1NC1=C2C=C(N(C2=CC=C1)CC(F)(F)F)C#CCNC1=C(C=C(C=C1)S(=O)(=O)C)O)C